CNC(C(O)C)=O N-methyllactamide